[C@H]12C(=CCC(C1(C)C)C2)C (1S)-Alpha-Pinene